CC1=NC=2C(=NC(=CC2NS(=O)(=O)CC)C=2C3=C(C(N(C2)C)=O)NC=C3)N1CC1=C(C=CC=C1)C(F)(F)F N-(2-methyl-5-(6-methyl-7-oxo-6,7-dihydro-1H-pyrrolo[2,3-c]pyridin-4-yl)-3-(2-(trifluoromethyl)benzyl)-3H-imidazo[4,5-b]pyridin-7-yl)ethanesulfonamide